O1-tert-butyl O2-methyl (2S,4S)-4-[3-[3-[3-(1,3-dioxoisoindolin-2-yl)propyl]-2-methyl-indazol-4-yl]phenoxy]pyrrolidine-1,2-dicarboxylate O=C1N(C(C2=CC=CC=C12)=O)CCCC=1N(N=C2C=CC=C(C12)C=1C=C(O[C@H]2C[C@H](N(C2)C(=O)OC(C)(C)C)C(=O)OC)C=CC1)C